CC1=NC2=CC=CC=C2C(=C1)NC=1C=C(C(=O)NC2=CC=C(C=C2)NC2=CC=NC=C2)C=CC1 3-((2-methylquinolin-4-yl)amino)-N-(4-(pyridin-4-ylamino)phenyl)benzamide